Methyl 3-(4-(3-(difluoromethyl)dibenzo[b,f][1,4]oxazepin-11-yl)piperazin-1-yl)-2,2-dimethylpropanoate FC(C1=CC2=C(C(=NC3=C(O2)C=CC=C3)N3CCN(CC3)CC(C(=O)OC)(C)C)C=C1)F